ClC1=C(C=2N(C=C1)N=CC2NC2=CC(=NC=C2C(=O)NC([2H])([2H])[2H])NC(=O)C2CC2)OC 4-((5-Chloro-4-methoxypyrazolo[1,5-a]pyridin-3-yl)amino)-6-(cyclopropanecarboxamido)-N-(methyl-d3)nicotinamide